[N+](=O)([O-])C1=CC=C(C2=CC=CC=C12)OCC=1C(=NC=CC1)N (((4-nitronaphthalen-1-yl)oxy)methyl)pyridin-2-amine